N1(CC1)C(CCNC1=NC(=NC(=N1)NCC1=CC=C(C=C1)F)N1N=CC=C1)=O 1-(aziridin-1-yl)-3-((4-((4-fluorobenzyl)amino)-6-(1H-pyrazol-1-yl)-1,3,5-triazin-2-yl)amino)propan-1-one